2-{3-[(2R,6S)-2,6-dimethylmorpholine-4-carbonyl]-5,6-dihydrocyclopenta[c]pyrazol-1(4H)-yl}-1-[4-(5,6,7,8-tetrahydronaphthalen-1-yl)piperazin-1-yl]ethan-1-one C[C@@H]1CN(C[C@@H](O1)C)C(=O)C=1C2=C(N(N1)CC(=O)N1CCN(CC1)C1=CC=CC=3CCCCC13)CCC2